(R)-2-(2,5-dioxopyrrolidin-1-yl-3,3,4,4-d4)-N-((phenyl-d5)methyl)propanamide O=C1N(C(C(C1([2H])[2H])([2H])[2H])=O)[C@@H](C(=O)NCC1=C(C(=C(C(=C1[2H])[2H])[2H])[2H])[2H])C